2-[(2r,5r)-2-(bromomethyl)-1,3-dioxan-5-yl]isoindole-1,3-dione BrCC1OCC(CO1)N1C(C2=CC=CC=C2C1=O)=O